5,6,7,8-Tetrahydropyrido[3,4-d]pyridazin-1-ol C1(=C2C(=CN=N1)CNCC2)O